2-(di-tert-butylphosphino)dimethylaminobenzene C(C)(C)(C)P(C1=C(C=CC=C1)N(C)C)C(C)(C)C